NC1=CC=C(C=N1)C1=CN=C2N1C=C(C=C2)C(=O)N(C)C2=CC(=C(C=C2)F)OC 3-(6-amino-3-pyridinyl)-N-(4-fluoro-3-methoxy-phenyl)-N-methyl-imidazo[1,2-a]pyridine-6-carboxamide